COC=1C=C(C=CC1NCC#C)S(=O)(=O)NC(CC)=O N-((3-methoxy-4-(prop-2-yn-1-ylamino)phenyl)sulfonyl)propionamide